3,6,6-Trimethyl-4-oxo-4,5,6,7-tetrahydro-1H-indole-2-carboxylic acid CC1=C(NC=2CC(CC(C12)=O)(C)C)C(=O)O